C(C1CO1)OCCC[SiH](O[Si](C)(C)C)O[Si](C)(C)C (3-glycidoxypropyl)bis(trimethylsiloxy)silane